C(=O)[C@H]1N(C[C@@H](C1)C)C(=O)OC(C)(C)C tert-butyl (2S,4R)-2-formyl-4-methylpyrrolidine-1-carboxylate